7-fluoro-8-(2-fluoro-4-nitrophenoxy)-2,3-dimethoxy-1,5-naphthyridine FC1=CN=C2C=C(C(=NC2=C1OC1=C(C=C(C=C1)[N+](=O)[O-])F)OC)OC